FC=1C=C(COC2OC3CN4C2(CN2C4=CC=NC2=O)C3)C=C(C1OC1=CC=C(C=C1)F)F ((3,5-difluoro-4-(4-fluorophenoxy)benzyl)oxy)-3,4-dihydro-1H,9H,11H-3,11a-methanopyrimido[6',1':2,3]imidazo[5,1-c][1,4]oxazin-9-one